ClC=1C=C(CNC2=CN=C3N(C2=O)[C@@H](CC3)C(=O)O)C=C(C1)F (S)-3-((3-chloro-5-fluorobenzyl)amino)-4-oxo-4,6,7,8-tetrahydropyrrolo[1,2-a]pyrimidine-6-carboxylic acid